NC1=NC2=CC=C(C=C2C=C1C)C(=O)N(CC1=NC=C(C=C1)C(F)(F)F)CC1=CNC=C1 2-amino-3-methyl-N-(1H-pyrrol-3-ylmethyl)-N-((5-(trifluoromethyl)-2-pyridinyl)methyl)-6-quinolinecarboxamide